CS(=O)(=O)O[C@H]1[C@@H]([C@@H]2CO[C@H](C1)O2)OC(C2=CC=CC=C2)=O.FC=2C=C1C(C(NC1=CC2)=O)=CC2=CC=C(C=C2)C=2N=NN(C2)C2=CC=C(C=C2)C 5-fluoro-3-(4-(1-(p-tolyl)-1H-1,2,3-triazol-4-yl)benzylidene)indolin-2-one (1S,2R,3R,5S)-3-((methylsulfonyl)oxy)-6,8-dioxabicyclo[3.2.1]octan-2-yl-benzoate